p-nitrophenyl 10,10,11,11-tetramethyl-3,6,9-trioxa-10-siladodec-1-yl carbonate C(OC1=CC=C(C=C1)[N+](=O)[O-])(OCCOCCOCCO[Si](C(C)(C)C)(C)C)=O